FC(C1=C(N[C@@H](C)C=2C=C(C=C3C(N(C(=NC23)C2CCOCC2)C)=O)C)C=CC(=C1)F)F 8-[(1S)-1-[2-(difluoromethyl)-4-fluoro-anilino]ethyl]-3,6-dimethyl-2-tetrahydropyran-4-yl-quinazolin-4-one